N-isopropyl-N-methyl-4-[6-(1-methyl-1H-pyrazol-4-yl)pyrazolo[1,5-a]pyridin-3-yl]piperazine-1-carboxamide C(C)(C)N(C(=O)N1CCN(CC1)C=1C=NN2C1C=CC(=C2)C=2C=NN(C2)C)C